(1S,3R,4S)-N-[(1R)-1-cyano-2-[(3R)-2-oxopyrrolidin-3-yl]ethyl]-2-[(2S)-3-cyclobutyl-2-[(2,2,2-trifluoroacetyl)amino]propanoyl]-5,5-difluoro-2-azabicyclo[2.2.2]octane-3-carboxamide C(#N)[C@@H](C[C@@H]1C(NCC1)=O)NC(=O)[C@@H]1N([C@@H]2CC([C@H]1CC2)(F)F)C([C@H](CC2CCC2)NC(C(F)(F)F)=O)=O